BrC=1C(=NC=CC1)C(C)O 1-(3-bromopyridin-2-yl)ethan-1-ol